6-amino-9-(4-oxocyclohexyl)-7-(4-phenoxyphenyl)-7H-purin-8(9H)-one NC1=C2N(C(N(C2=NC=N1)C1CCC(CC1)=O)=O)C1=CC=C(C=C1)OC1=CC=CC=C1